5-amino-2-(benzylthio)phenol NC=1C=CC(=C(C1)O)SCC1=CC=CC=C1